1-hexyl-3-methylimidazolium furanate O1C(=CC=C1)C(=O)[O-].C(CCCCC)N1C=[N+](C=C1)C